C1=CC=CC=2C3=CC=CC=C3C(C12)COC(=O)N[C@@H](C(=O)OCC=C)CCCCO prop-2-en-1-yl (2R)-2-({[(9H-fluoren-9-yl)methoxy]carbonyl}amino)-6-hydroxyhexanoate